2-(1H-pyrazol-1-yl)-2-(3,3',4'-trifluoro-[1,1'-biphenyl]-4-yl)acetic acid N1(N=CC=C1)C(C(=O)O)C1=C(C=C(C=C1)C1=CC(=C(C=C1)F)F)F